1-Tert-butyl N-[1-[[1-(2,6-dioxo-3-piperidyl)-3-methyl-2-oxo-benzimidazol-4-yl]methyl]-4-piperidyl]-N-methyl-carbamate O=C1NC(CCC1N1C(N(C2=C1C=CC=C2CN2CCC(CC2)N(C(OC(C)(C)C)=O)C)C)=O)=O